C(CC(C)C)(=O)[O-].[NH4+] ammonium isovalerate